FC1(CN(CC[C@H]1NC1=NN2C(C(=N1)OC)=C(C(=C2)F)C=2C=C1N=CC=NC1=CC2)C2(COC2)C)F (R)-N-(3,3-difluoro-1-(3-methyl-oxetan-3-yl)piperidin-4-yl)-6-fluoro-4-methoxy-5-(quinoxalin-6-yl)pyrrolo[2,1-f][1,2,4]triazin-2-amine